ClC1=C(C=CC=C1)C=1CCCC2=C(C1C1=CC(=CC=C1)O[C@H]1CN(CC1)CCCF)C=CC(=C2)C(=O)O (R)-8-(2-chlorophenyl)-9-(3-((1-(3-fluoropropyl)pyrrolidin-3-yl)oxy)phenyl)-6,7-dihydro-5H-benzo[7]annulene-3-carboxylic acid